7-(2-amino-5-(4-(4-(3,3-difluoropropyl)piperazin-1-yl)phenyl)-6-fluoropyridin-3-yl)-5-fluoro-2-methylquinazolin-4(3H)-one NC1=NC(=C(C=C1C1=CC(=C2C(NC(=NC2=C1)C)=O)F)C1=CC=C(C=C1)N1CCN(CC1)CCC(F)F)F